N-(2-carbamoyl-4-chloro-6-methyl-phenyl)-2-(3-chloro-2-pyridyl)pyrazole-3-carboxamide C(N)(=O)C1=C(C(=CC(=C1)Cl)C)NC(=O)C=1N(N=CC1)C1=NC=CC=C1Cl